1-methyl-5-oxo-N-(1,1,1-trifluoro-3,3-dimethyl-4-phenylbutan-2-yl)-4,5-dihydro-1H-1,2,4-triazole-3-carboxamide CN1N=C(NC1=O)C(=O)NC(C(F)(F)F)C(CC1=CC=CC=C1)(C)C